5-iodo-1H-1,3-benzodiazole IC1=CC2=C(NC=N2)C=C1